C(C)(=O)OC(CCBr)CC 1-bromopentan-3-yl acetate